ClC1=C(C(=O)NC2(CC2)C#N)C=C(C=C1Cl)C=1C=NN(C1)C=1N(N=C(C1C)OC(C(C)F)(F)F)C 2,3-dichloro-5-[1-[2,4-dimethyl-5-(1,1,2-trifluoropropoxy)pyrazol-3-yl]pyrazol-4-yl]-N-(1-cyanocyclopropyl)benzamide